8-Methyl-2-(((1-(methylsulfonyl)piperidin-4-yl)thio)methyl)quinazolin-4(3H)-one CC=1C=CC=C2C(NC(=NC12)CSC1CCN(CC1)S(=O)(=O)C)=O